N1N=CC2=CC=C(C=C12)C=1C(C=2C(=CN=C(C2)N[C@@H](C)C=2C=C(C#N)C=CC2)OC1)=O (S)-3-(1-((3-(1H-indazol-6-yl)-4-oxo-4H-pyrano[2,3-c]pyridin-6-yl)amino)ethyl)benzonitrile